2,3,4-trimethyl-styrene CC1=C(C=C)C=CC(=C1C)C